C[C@H](CCCC(C)C)[C@H]1CC[C@@H]2[C@@]1(CC[C@H]3[C@H]2CC=C4[C@@]3(CC[C@@H](C4)OC(=O)C)C)C cholesterylacetate